FC(C1=NC(=NO1)C=1C=C(C=CC1)C(C(=O)Cl)C(=O)Cl)(F)F 2-(3-(5-(trifluoromethyl)-1,2,4-oxadiazol-3-yl)phenyl)malonyl chloride